BrC=1C=C(SC1)[C@H]1[C@@H](C1)NC(OC(C)(C)C)=O tert-butyl ((1R,2R)-2-(4-bromothiophen-2-yl)cyclopropyl)carbamate